(2-((4-chloro-3-nitrophenyl)sulfonamido)ethyl)carbamic acid tert-butyl ester C(C)(C)(C)OC(NCCNS(=O)(=O)C1=CC(=C(C=C1)Cl)[N+](=O)[O-])=O